NCCNCCC[Si](OC)(OC)C N-aminoethyl-γ-aminopropyl-methyl-dimethoxysilane